N1=C(C=C(C=C1)C(=O)O)C1=NC=CC=C1 [2,2-bipyridine]-4-carboxylic acid